(4-aminoimidazo[1,5-a]pyrido[3,4-e]pyrazin-8-yl)((2S,6R)-8-fluoro-9-(trifluoromethyl)-3,4-dihydro-2H-2,6-methanobenzo[b][1,5]oxazocin-5(6H)-yl)methanone NC=1C=2N(C3=C(N1)C=NC(=C3)C(=O)N3[C@H]1C4=C(O[C@@H](CC3)C1)C=C(C(=C4)F)C(F)(F)F)C=NC2